6-{7-[(1s,2s,3r,5r)-2-fluoro-8-azabicyclo[3.2.1]oct-3-yl]-6,7-dihydro-5H-pyrrolo[2,3-c]pyridazin-3-yl}-2-methyl-1,3-benzothiazol-5-ol F[C@H]1[C@@H]2CC[C@H](C[C@H]1N1CCC3=C1N=NC(=C3)C3=CC1=C(N=C(S1)C)C=C3O)N2